(E)-N-(4-oxonaphthalen-1(4H)-ylidene)-4-(2-(piperidin-1-yl)ethoxy)benzamide O=C1C=C/C(/C2=CC=CC=C12)=N\C(C1=CC=C(C=C1)OCCN1CCCCC1)=O